ClC1=CC=C(C=C1)[C@H](CC1=NOC(=N1)CN1C(NC(=CC1=O)CF)=O)O 3-({3-[(2S)-2-(4-chlorophenyl)-2-hydroxyethyl]-1,2,4-oxadiazol-5-yl}methyl)-6-(fluoromethyl)-1,2,3,4-tetrahydropyrimidine-2,4-dione